C1(=CC=CC=C1)C(C)(C1=C(C=CC=C1)O)C1=C(C=CC=C1)O (1-phenylethylidene)-bisphenol